(S)-2-amino-3-(4-(5-methoxypyridin-2-yl)phenyl)propanoic acid N[C@H](C(=O)O)CC1=CC=C(C=C1)C1=NC=C(C=C1)OC